N=1C=CN2C1C(=CC=C2)O Imidazo[1,2-a]pyridin-8-ol